(3-methyloxybenzyl)(4-methyloxybenzyl)carbamate COC=1C=C(COC(NCC2=CC=C(C=C2)OC)=O)C=CC1